1-pyrimidin-2-ylethanone N1=C(N=CC=C1)C(C)=O